ClC1N(CC(C=C1C=1C=NC=CC1)C)CCC1CCCC1 chloro-1-(2-cyclopentylethyl)-5-methyl-1,2,5,6-tetrahydro-3,3'-bipyridine